2-acetamido-4-((10-aminodecyl)amino)-N-(4-methyl-5-nitrothiazol-2-yl)benzamide C(C)(=O)NC1=C(C(=O)NC=2SC(=C(N2)C)[N+](=O)[O-])C=CC(=C1)NCCCCCCCCCCN